4-(2-Amino-4-(3-amino-1H-indazol-5-yl)pyridin-3-yl)butan-1-ol NC1=NC=CC(=C1CCCCO)C=1C=C2C(=NNC2=CC1)N